2-[6-amino-5-[3-[3-(2-piperazin-1-ylethoxy)phenyl]-3,8-diazabicyclo[3.2.1]octan-8-yl]pyridazin-3-yl]-4-fluoro-phenol NC1=C(C=C(N=N1)C1=C(C=CC(=C1)F)O)N1C2CN(CC1CC2)C2=CC(=CC=C2)OCCN2CCNCC2